1-(2-methoxy-5-(9-(piperazin-1-ylmethyl)-3-azaspiro[5.5]undecane-3-carbonyl)phenyl)dihydropyrimidine-2,4(1H,3H)-dione COC1=C(C=C(C=C1)C(=O)N1CCC2(CC1)CCC(CC2)CN2CCNCC2)N2C(NC(CC2)=O)=O